COC1=CC=C(C=C1)C=1N=C(OC1C1=CC=C(C=C1)OC)SCC(=O)NC1CC1 2-[4,5-bis(4-methoxyphenyl)oxazol-2-yl]sulfanyl-N-cyclopropyl-acetamide